N-(3-bromo-2,2-dimethyl-2H-chromen-7-yl)methanesulfonamide BrC=1C(OC2=CC(=CC=C2C1)NS(=O)(=O)C)(C)C